Cl.CC=1SC(=C(N1)C)C=1C=C(C(=O)N[C@H](CN2CCNCC2)C)C=CC1 3-(2,4-dimethyl-1,3-thiazol-5-yl)-N-[(2S)-1-piperazin-1-ylpropan-2-yl]benzamide hydrochloride